3-((9-ethyl-9H-carbazol-3-yl)methylamino)butyl-1H-benzo[d]imidazole-6-carboxamide C(C)N1C2=CC=CC=C2C=2C=C(C=CC12)CNC(CCN1C=NC2=C1C=C(C=C2)C(=O)N)C